[Br-].C(C)(C)(C)OC(=O)N1CCC(CC1)C=1C=C(C[Zn+])C=CC1 (3-(1-(tert-butoxycarbonyl)piperidin-4-yl)benzyl)zinc (II) bromide